9,10-difluoro-2,2-dimethyl-2,3,6,11-tetrahydro-1H-benzo[e]indeno[4,5-b]thiepin-6-ol FC1=C(C2=C(C(C3=C(SC2)C=2CC(CC2C=C3)(C)C)O)C=C1)F